N-[4-cyano-3-(trifluoromethyl)phenyl]-1-[4-[1-(pyrrol-3-ylmethyl)-4-piperidinyl]pyrazol-1-yl]cyclobutanecarboxamide C(#N)C1=C(C=C(C=C1)NC(=O)C1(CCC1)N1N=CC(=C1)C1CCN(CC1)CC1=CNC=C1)C(F)(F)F